ClC=1C=CC=C2C=CC=C(C12)N1CC=2N=C(N=C(C2CC1)N1C[C@@H](N(CC1)C(\C=C\CF)=O)CC#N)OC[C@H]1N(CCC1)C 2-[(2S)-4-[7-(8-chloro-1-naphthyl)-2-[[(2S)-1-methylpyrrolidin-2-yl]methoxy]-6,8-dihydro-5H-pyrido[3,4-d]pyrimidin-4-yl]-1-[(E)-4-fluorobut-2-enoyl]piperazin-2-yl]acetonitrile